C[Na].S(=O)(=O)(O)C(C(=O)O)CCCCCCCCCCCCCCCC α-sulfostearic acid methyl-sodium salt